F[C@H]1CN(CC[C@@H]1NC1=NN2C(C(=N1)OC)=C(C=C2)C=2C=CC1=C(N(N=N1)CC(F)(F)F)C2)C2COC2 N-((3S,4S)-3-Fluoro-1-(oxetan-3-yl)piperidin-4-yl)-4-methoxy-5-(1-(2,2,2-trifluoroethyl)-1H-benzo[d][1,2,3]triazol-6-yl)pyrrolo[2,1-f][1,2,4]triazin-2-amine